CC1(CCCC2=CC=CC=C12)CC1=CC=CC=C1 methylbenzyltetraline